(E)-2-((12-((6-(4-hydroxy-6-methoxy-7-methyl-3-oxo-1,3-dihydroisobenzofuran-5-yl)-4-methylhex-4-enoyl)oxy)-3-methyldodecanoyl)oxy)propane-1,3-diyl dipalmitate C(CCCCCCCCCCCCCCC)(=O)OCC(COC(CCCCCCCCCCCCCCC)=O)OC(CC(CCCCCCCCCOC(CC\C(=C\CC=1C(=C2C(OCC2=C(C1OC)C)=O)O)\C)=O)C)=O